(6-bromo-4-fluoro-2-pyridyl)-7-isopropoxy-imidazo[1,2-a]pyridine BrC1=CC(=CC(=N1)C=1N=C2N(C=CC(=C2)OC(C)C)C1)F